(5-(5-(2,4-dimethylpyridin-3-yl)-1H-pyrrolo[2,3-b]pyridin-3-yl)pyrazolo[1,5-a]pyridin-3-yl)(4-methylpiperazin-1-yl)methanone CC1=NC=CC(=C1C=1C=C2C(=NC1)NC=C2C2=CC=1N(C=C2)N=CC1C(=O)N1CCN(CC1)C)C